4-({1-[2-fluoro-1-(fluoromethyl)ethyl]azetidin-3-yl}aminosulfonyl)-2-(1H-pyrrolo[2,3-b]pyridin-5-yloxy)benzamide FCC(CF)N1CC(C1)NS(=O)(=O)C1=CC(=C(C(=O)N)C=C1)OC=1C=C2C(=NC1)NC=C2